C(C)(C)(C)[Si](OC1=C(C=C(C=O)C=C1C)C)(C)C 4-(tert-butyl-dimethyl-silanyloxy)-3,5-dimethyl-benzaldehyde